C(#N)C=1C=CC(=NC1)N1CCN(CC1)C1=CC=C(C=C1)NC(C1=NC(=CC=C1)OC)=O N-(4-(4-(5-Cyanopyridin-2-yl)piperazin-1-yl)phenyl)-6-methoxypicolinamid